FC1=CC2=C(N(C([C@H](CS2)NC(OC(C)(C)C)=O)=O)CC2=CC=C(C=C2)OC(F)(F)F)C=C1C1=NOC(=N1)C=1OC(=NN1)C tert-butyl N-[(3R)-8-fluoro-7-[5-(5-methyl-1,3,4-oxadiazol-2-yl)-1,2,4-oxadiazol-3-yl]-4-oxo-5-[[4-(trifluoromethoxy)phenyl]methyl]-2,3-dihydro-1,5-benzothiazepin-3-yl]carbamate